[C@@H]12N(C[C@@H](NC1)C2)C2=CC=C(C=C2)C2=CC(=C1CN(C(C1=C2)=O)C(C(=O)NC=2SC=CN2)C2=C1N(C=N2)CCC1)F 2-(6-(4-((1S,4S)-2,5-diazabicyclo[2.2.1]heptan-2-yl)phenyl)-4-fluoro-1-oxoisoindolin-2-yl)-2-(6,7-dihydro-5H-pyrrolo[1,2-c]imidazol-1-yl)-N-(thiazol-2-yl)acetamide